(1S,1aS,6aR)-4-((2-fluoro-5-(4,4,5,5-tetramethyl-1,3,2-dioxaborolan-2-yl)benzyl)oxy)-1,1a,6,6a-tetrahydrocyclopropa[a]indene-1-carboxylic acid, ethyl ester FC1=C(COC2=CC=3C[C@@H]4[C@H](C3C=C2)[C@H]4C(=O)OCC)C=C(C=C1)B1OC(C(O1)(C)C)(C)C